(4-amino-benzyl)-carbamic acid tert-butyl ester C(C)(C)(C)OC(NCC1=CC=C(C=C1)N)=O